tert-butyl (3S)-4-(9-chloro-10-(2,4-difluorophenyl)-5-oxo-2,3-dihydro-5H-[1,4]thiazino[2,3,4-ij]quinazolin-7-yl)-3-((methylsulfonyl)methyl)piperazine-1-carboxylate ClC=1C=C2C(=NC(N3C2=C(C1C1=C(C=C(C=C1)F)F)SCC3)=O)N3[C@@H](CN(CC3)C(=O)OC(C)(C)C)CS(=O)(=O)C